(R)-5-(3-((tert-butyldimethylsilyl)oxy)piperidin-1-yl)-2-morpholinothiazolo[4,5-b]pyridin-6-amine [Si](C)(C)(C(C)(C)C)O[C@H]1CN(CCC1)C1=C(C=C2C(=N1)N=C(S2)N2CCOCC2)N